[Li+].C[Si](C)(C)[N-][Si](C)(C)C di(trimethylsilyl)amide lithium